3-(5-((4-(6-(5-((R)-2-(2,4-difluorophenyl)pyrrolidin-1-yl)pyrazolo[1,5-a]pyrimidin-3-yl)pyridin-2-yl)piperazin-1-yl)methyl)-4-fluoro-1-oxoisoindolin-2-yl)piperidine-2,6-dione FC1=C(C=CC(=C1)F)[C@@H]1N(CCC1)C1=NC=2N(C=C1)N=CC2C2=CC=CC(=N2)N2CCN(CC2)CC=2C(=C1CN(C(C1=CC2)=O)C2C(NC(CC2)=O)=O)F